8-cyclopentyl-2-(4-(phenethylamino)piperidin-1-yl)-6-(3,4-dimethylphenyl)pyrido[2,3-d]pyrimidin-7-one C1(CCCC1)N1C(C(=CC2=C1N=C(N=C2)N2CCC(CC2)NCCC2=CC=CC=C2)C2=CC(=C(C=C2)C)C)=O